(3,7-dimethyl-2-(4-(methylsulfonyl)phenyl)-3H-imidazo[4,5-b]pyridin-5-yl)piperidine-1-carboxylic acid tert-butyl ester C(C)(C)(C)OC(=O)N1C(CCCC1)C1=CC(=C2C(=N1)N(C(=N2)C2=CC=C(C=C2)S(=O)(=O)C)C)C